FC=1C=C(C=C(C1)F)CCNC(C(F)(F)F)=O N-[2-(3,5-difluorophenyl)ethyl]-2,2,2-trifluoro-acetamide